3-chloro-5,3'-difluoro-[1,1'-biphenyl] ClC=1C=C(C=C(C1)F)C1=CC(=CC=C1)F